2-fluoro-4-(2-tetrahydropyran-4-yloxyethoxy)phenol FC1=C(C=CC(=C1)OCCOC1CCOCC1)O